2-(5-chloro-2-methoxy-3-pyridyl)-N-[2-(1H-indol-3-yl)ethyl]-7,8-dihydro-6H-pyrimido[5,4-b][1,4]oxazin-4-amine ClC=1C=C(C(=NC1)OC)C=1N=C(C=2OCCNC2N1)NCCC1=CNC2=CC=CC=C12